(+/-)-N7,3-dimethyl-N5-(2-((R)-morpholin-2-yl)ethyl)-3-phenyl-2,3-dihydrobenzofuran-5,7-dicarboxamide 2,2,2-trifluoroacetate FC(C(=O)O)(F)F.CNC(=O)C1=CC(=CC=2[C@](COC21)(C2=CC=CC=C2)C)C(=O)NCC[C@@H]2CNCCO2 |&1:16|